BrC=1C(=C2C(=C(C=NC2=CC1)[N+](=O)[O-])NC(CN)(C)C)F N2-(6-Bromo-5-fluoro-3-nitroquinolin-4-yl)-2-methylpropane-1,2-diamine